tert-butyl 3-aminocyclobutylcarbamate NC1CC(C1)NC(OC(C)(C)C)=O